trans-tert-butyl 4-((5-fluoro-4-(3-(4-methyl-2-oxopyridin-1(2H)-yl)phenyl)pyrimidin-2-yl)amino)cyclohexane-1-carboxylate FC=1C(=NC(=NC1)N[C@@H]1CC[C@H](CC1)C(=O)OC(C)(C)C)C1=CC(=CC=C1)N1C(C=C(C=C1)C)=O